FC(C1=C(C=CC(=C1)C(F)(F)F)CC=O)(F)F 2,4-bis(trifluoromethyl)phenylacetaldehyde